NCCN1CC(CCC1)O 1-(2-aminoethyl)piperidin-3-ol